O=C1N(CC2=CC(=CC=C12)CN1CCN(CC1)C(=O)C=1C=NC(=NC1)C1=CC=CC=C1)C1C(NC(CC1)=O)=O 3-(1-oxo-5-((4-(2-phenylpyrimidine-5-carbonyl)piperazin-1-yl)methyl)isoindolin-2-yl)piperidine-2,6-dione